7-(5-methylfuran-2-yl)-4-(trifluoromethyl)-3,5,6,8,10,11-hexazatricyclo[7.3.0.02,6]dodeca-1(9),2,4,7,11-pentaene CC1=CC=C(O1)C=1N2N=C(N=C2C=2C=NNC2N1)C(F)(F)F